NC1=C(C(=O)O)C(=CC=C1)C 2-amino-6-methyl-benzoic acid